BrC=1C(=NC(=C(N1)Br)C)/N=C/N(C)C (E)-N'-(3,5-dibromo-6-methylpyrazin-2-yl)-N,N-dimethylformimidamide